CC1(C2CC3CC(CC1C3)C2)OC(=O)COC(=O)C2C3C=CC(C2)C3 5-(2-methyl-2-adamantyloxycarbonyl-methyloxycarbonyl)-bicyclo[2.2.1]Hept-2-ene